Methyl 1-((6-(5-(azidomethyl)-1-methyl-1H-1,2,3-triazol-4-yl)-2-ethylpyridin-3-yl)methyl)-5,5-difluoropiperidine-3-carboxylate N(=[N+]=[N-])CC1=C(N=NN1C)C1=CC=C(C(=N1)CC)CN1CC(CC(C1)(F)F)C(=O)OC